1-ethynyl-3,3-dimethoxycyclobutane-1-carbaldehyde C(#C)C1(CC(C1)(OC)OC)C=O